CC1=CC=CC(=N1)C1=NNC=C1C=1C=C2C=C(C=NC2=CC1)OCCCCN 4-((6-(3-(6-methylpyridin-2-yl)-1H-pyrazol-4-yl)quinolin-3-yl)oxy)butan-1-amine